2,2'-hydrazono-bis-[3-ethylbenzthiazoline-6-sulfonic acid] N(N)(C1SC2=C(N1CC)C=CC(=C2)S(=O)(=O)O)C2SC1=C(N2CC)C=CC(=C1)S(=O)(=O)O